(E)-1-methyl-4-(2-(phenylsulfonyl)vinyl)-1,4-dihydro-5H-tetrazol-5-one CN1N=NN(C1=O)\C=C\S(=O)(=O)C1=CC=CC=C1